ClC=1C=C(CNC2=C3C(=NC4=CC=NC=C24)N2C(=N3)C=NC=C2)C=CC1 N-(3-chlorobenzyl)pyrazino[6',1':2,3]imidazo[4,5-b][1,6]naphthyridin-12-amine